4-[(3-chloro-5-iodo-1H-pyrazol-1-yl)methyl]-1-ethyl-1H-1,2,3-triazole ClC1=NN(C(=C1)I)CC=1N=NN(C1)CC